2-amino-N-(5-(1-(4-chlorophenyl)-2,5-dimethyl-1H-pyrrole-3-carbonyl)-2-(pyrrolidin-1-yl)phenyl)acetamide NCC(=O)NC1=C(C=CC(=C1)C(=O)C1=C(N(C(=C1)C)C1=CC=C(C=C1)Cl)C)N1CCCC1